NC1=C(C=C(C=N1)C=1C=NN(C1)C1CCN(CC1)CC1=C(C=C(C=C1)N1C(NC(CC1)=O)=O)F)O[C@H](C)C1=C(C(=CC=C1Cl)F)Cl (R)-1-(4-((4-(4-(6-amino-5-(1-(2,6-dichloro-3-fluorophenyl)ethoxy)pyridin-3-yl)-1H-pyrazol-1-yl)piperidin-1-yl)methyl)-3-fluorophenyl)dihydropyrimidine-2,4(1H,3H)-dione